(2R,3R,4S,5R,6R)-2-(hydroxymethyl)-5-methoxy-6-((1-(1-methylcyclopropyl)-1H-1,2,3-triazol-4-yl)methyl)-4-(4-(2,3,4-trifluorophenyl)-1H-1,2,3-triazol-1-yl)tetrahydro-2H-pyran-3-ol OC[C@H]1O[C@@H]([C@@H]([C@H]([C@H]1O)N1N=NC(=C1)C1=C(C(=C(C=C1)F)F)F)OC)CC=1N=NN(C1)C1(CC1)C